CC1(CCC=2C1=NC1=C(C2NC(=O)N=[S@@](=O)(N)C2=C(N=C(S2)C(C)(C)OC)CO)CCC1)C (S)-N'-((3,3-dimethyl-1,2,3,5,6,7-hexahydrodicyclopenta[b,e]pyridin-8-yl)carbamoyl)-4-(hydroxymethyl)-2-(2-methoxypropan-2-yl)thiazole-5-sulfonimidamide